ClC1=C2CCN([C@@H](C2=C(C=C1)OCC=1N=NN(C1C(F)F)C)CN1N=CC(=C1)C)C(=O)C1CCCCC1 (1S,2R)-2-((S)-5-Chloro-8-((5-(difluoromethyl)-1-methyl-1H-1,2,3-triazol-4-yl)methoxy)-1-((4-methyl-1H-pyrazol-1-yl)methyl)-1,2,3,4-tetrahydroisochinolin-2-carbonyl)cyclohexan